F[C@@H]1[C@H](C[C@@]2(C=C[C@H]1N2)C)OC=2N=NC(=CN2)C2=C(C=C(C=C2)N2N=NC=C2)O 2-(3-(((1R,3S,4S,5R)-4-fluoro-1-methyl-8-azabicyclo[3.2.1]oct-6-en-3-yl)oxy)-1,2,4-triazin-6-yl)-5-(1H-1,2,3-triazol-1-yl)phenol